B(C1=CC=CC=C1C)(O)O tolylboronic acid